C(C)(C)(C)OC(=O)N1[C@@H](CN[C@H](C1)C)CC.FC=1C=C(COC2=CC=C(C=C2)C=2N=C(N3C2C(=NC=C3)C)[C@H]3N(CCCC3)C(C#CC)=O)C=CC1 (S)-1-(2-(1-(4-((3-fluorobenzyl)oxy)phenyl)-8-methylimidazo[1,5-a]pyrazin-3-yl)piperidin-1-yl)butan-2-yn-1-one tert-butyl-(2R,5S)-2-ethyl-5-methylpiperazine-1-carboxylate